3-(2-(dipropylamino) ethyl)-1H-indol-4-yl acetate C(C)(=O)OC1=C2C(=CNC2=CC=C1)CCN(CCC)CCC